2-((3-phenylisoxazol-5-yl)methyl)-6-(2-(2,2,2-trifluoroethoxy)pyrimidin-5-yl)pyridazin-3(2H)-one C1(=CC=CC=C1)C1=NOC(=C1)CN1N=C(C=CC1=O)C=1C=NC(=NC1)OCC(F)(F)F